COC1CCC2=C(N=C(O2)C2=C3C=C(N=CC3=C(N=C2)NC)C2(CC2)C(=O)N)C1 (5-(5-methoxy-4,5,6,7-tetrahydrobenzo[d]oxazol-2-yl)-8-(methylamino)-2,7-naphthyridin-3-yl)cyclopropanecarboxamide